OC1CN(CCC1C1=CC=C(C=C1)N1C(N(C(CC1)=O)CC1=CC=C(C=C1)OC)=O)C(=O)OC(C)(C)C tert-butyl 3-hydroxy-4-(4-(3-(4-methoxybenzyl)-2,4-dioxotetrahydropyrimidin-1(2H)-yl)phenyl)piperidine-1-carboxylate